FC=1C(=C(C=CC1F)[C@H]1[C@@](S[C@](C1)(C(F)(F)F)C)(C(=O)NC=1C=C(SC1)OB(O)O)[2H])OC (4-((2R,3S,5R)-3-(3,4-difluoro-2-methoxyphenyl)-5-methyl-5-(trifluoromethyl)tetrahydrothiophene-2-carboxamido-2-d)thiophen-2-yl)boric acid